C(C(=C)C)(=O)OCCC[Si](C)(C)OCC γ-methacryloxypropylethoxydimethylsilane